NC1=NC2=CC=C(C=C2C=C1Br)C(=O)N(CC1=NC=C(C=C1)C(F)(F)F)[C@H]1[C@H](CCC1)C 2-amino-3-bromo-N-((1R,2S)-2-methylcyclopentyl)-N-((5-(trifluoromethyl)-2-pyridinyl)methyl)-6-quinolinecarboxamide